(6-((5-Fluoro-4-(6-fluoro-1-methyl-1,2,3,4-tetrahydrobenzo[4,5]imidazo[1,2-a]pyridin-8-yl)pyrimidin-2-yl)amino)pyridin-3-yl)(4-methylpiperazin-1-yl)methanon FC=1C(=NC(=NC1)NC1=CC=C(C=N1)C(=O)N1CCN(CC1)C)C1=CC2=C(N=C3N2C(CCC3)C)C(=C1)F